CN1N=NC(=C1NC(OCCC(C)C)=O)C1=NC(=C(C=C1)NS(=O)(=O)C)C isopentyl (1-methyl-4-(6-methyl-5-(methyl-sulfonamido)pyridin-2-yl)-1H-1,2,3-triazol-5-yl)carbamate